5-(piperidin-4-ylmethoxy)-2-(trifluoromethyl)pyridine hydrochloride Cl.N1CCC(CC1)COC=1C=CC(=NC1)C(F)(F)F